FC1=C(C=CC(=C1)F)NS(=O)(=O)NC=1C=C(C=NC1OC)C=1C=C2C=NC=NC2=CC1 6-(5-((N-(2,4-difluorophenyl)sulfamoyl)amino)-6-methoxypyridin-3-yl)quinazoline